methyl 4-[4-[(S)-[2-(4-chlorophenyl)phenyl]-hydroxy-methyl]-1-piperidyl]-2-(1H-pyrrolo[2,3-b]pyridin-5-yloxy)benzoate ClC1=CC=C(C=C1)C1=C(C=CC=C1)[C@H](C1CCN(CC1)C1=CC(=C(C(=O)OC)C=C1)OC=1C=C2C(=NC1)NC=C2)O